O=C1N(CCC(N1)=O)C1=NN(C2=CC(=CC=C12)C1CCN(CC1)CC(CC=1C=C(C=CC1)S(=O)(=O)N1CCC(CC1)NC(OC(C)(C)C)=O)C)C tert-butyl (1-((3-(3-(4-(3-(2,4-dioxotetrahydropyrimidin-1(2H)-yl)-1-methyl-1H-indazol-6-yl)piperidin-1-yl)-2-methylpropyl)phenyl)sulfonyl) piperidin-4-yl)-carbamate